C(C)N1C2=CC=C(C=C2C=2C=C(C=CC12)CC)C(C1=C(C=CC=C1)C)=NO 1-[9-ethyl-6-(2-methylbenzoyl)-9H-carbazol-3-yl]ethan-oxime